2-cyclopropyl-2-dimethylamino-N-[(3R,5S)-5-methyl-1-(8-trifluoromethyl-quinolin-5-yl)-piperidin-3-yl]-acetamide C1(CC1)C(C(=O)N[C@H]1CN(C[C@H](C1)C)C1=C2C=CC=NC2=C(C=C1)C(F)(F)F)N(C)C